3-(cyclohex-1-en-1-yl)-2-phenyl-6-(quinolin-6-yl)pyrazolo[1,5-a]Pyrimidine-5,7(4H,6H)-dione C1(=CCCCC1)C=1C(=NN2C1NC(C(C2=O)C=2C=C1C=CC=NC1=CC2)=O)C2=CC=CC=C2